4-(2,2-Difluorovinyl)-2,5-dimethoxyamphetamine hemifumarate C(\C=C\C(=O)O)(=O)O.FC(=CC1=CC(=C(CC(N)C)C=C1OC)OC)F.FC(=CC1=CC(=C(CC(N)C)C=C1OC)OC)F